2,6-Anhydro-5-azido-1-O-[tert-butyl-(dimethyl)silyl]-4,5-dideoxy-L-erythro-hex-3-ulose N(=[N+]=[N-])[C@@H]1CC([C@@H](CO[Si](C)(C)C(C)(C)C)OC1)=O